(3-(3,5-difluorophenyl)-7-methylimidazo[1,5-a]pyridin-8-yl)methanol FC=1C=C(C=C(C1)F)C1=NC=C2N1C=CC(=C2CO)C